(cis)-3-[5-(2-bromoethoxy)-3-methoxy-7-(trifluoromethyl)-1H-indazol-1-yl]-1-methylcyclobutanol BrCCOC=1C=C2C(=NN(C2=C(C1)C(F)(F)F)C1CC(C1)(O)C)OC